6,6'-oxybis(2-(tert-butyl)-4-methylphenol) O(C1=CC(=CC(=C1O)C(C)(C)C)C)C1=CC(=CC(=C1O)C(C)(C)C)C